OC1=CC=C(C=C1)CC(=O)N1C[C@@H](CC[C@@H]1C)C(=O)O (3R,6S)-1-(2-(4-hydroxyphenyl)acetyl)-6-methylpiperidine-3-carboxylic acid